trans-5-chloro-2-methyl-N-(4-((3-(1-methyl-2,3-dihydro-1H-pyrrolo[2,3-b]pyridin-5-yl)-2-oxo-2,3-dihydro-1H-benzo[d]imidazol-1-yl)methyl)cyclohexyl)nicotinamide ClC=1C=NC(=C(C(=O)N[C@@H]2CC[C@H](CC2)CN2C(N(C3=C2C=CC=C3)C=3C=C2C(=NC3)N(CC2)C)=O)C1)C